N6-benzeneFormyl-3'-O-benzoyl-adenosine C1(=CC=CC=C1)C(=O)NC=1C=2N=CN([C@H]3[C@H](O)[C@H](OC(C4=CC=CC=C4)=O)[C@@H](CO)O3)C2N=CN1